C(O)(O)=O.[OH-].[K+] Potassium hydroxide carbonate